2-[benzyloxycarbonyl(methyl)amino]-4-(7-bromo-2-methyl-benzimidazol-1-yl)butanoic acid C(C1=CC=CC=C1)OC(=O)N(C(C(=O)O)CCN1C(=NC2=C1C(=CC=C2)Br)C)C